((8-(2-aminoethyl)-7-ethyl-5-methyl-6-oxo-5,6,7,8-tetrahydropteridin-2-yl)amino)-N-ethyl-3-methoxybenzamide NCCN1C(C(N(C=2C=NC(=NC12)NC1=C(C(=O)NCC)C=CC=C1OC)C)=O)CC